tert-butyl (S)-(1-(4-bromophenyl)-3-(methylamino)-3-oxopropyl)carbamate BrC1=CC=C(C=C1)[C@H](CC(=O)NC)NC(OC(C)(C)C)=O